5-(5-iodo-3,4-dihydro-2H-quinolin-1-yl)-1-methyl-[1,2,4]triazolo[4,3-a]quinazoline IC1=C2CCCN(C2=CC=C1)C1=NC=2N(C3=CC=CC=C13)C(=NN2)C